6-(((3S,4R)-3-hydroxypiperidin-4-yl)amino)-N-(6-(o-tolyl)-5-(trifluoromethyl)pyridin-2-yl)pyridine-2-sulfonamide hydrochloride Cl.O[C@H]1CNCC[C@H]1NC1=CC=CC(=N1)S(=O)(=O)NC1=NC(=C(C=C1)C(F)(F)F)C1=C(C=CC=C1)C